4-[1-(3,4-Dimethoxy-phenyl)-vinyl]-2-methyl-quinazoline COC=1C=C(C=CC1OC)C(=C)C1=NC(=NC2=CC=CC=C12)C